COC1(C=C(C(C2(CC2)C1)=O)C#N)C1=NC(=CC=C1)C=1C=NC(=NC1)C 7-methoxy-7-[6-(2-methylpyrimidin-5-yl)pyridin-2-yl]-4-oxospiro[2.5]oct-5-ene-5-carbonitrile